C(C)(C)(C)N([SiH3])[SiH3] N-t-Butyldisilazan